5-ethyl-1-methyl-4,5,6,7-tetrahydro-1H-imidazo[4,5-c]Pyridine-2-carboxamide C(C)N1CC2=C(CC1)N(C(=N2)C(=O)N)C